[(2R,3S,7R)-3-(cyclopropylmethyl)-7-[6-(2,2-difluoro-1-methyl-cyclopropyl)-5-methyl-pyrrolo[2,3-b]pyrazin-3-yl]azepan-2-yl]methanol C1(CC1)C[C@H]1[C@@H](N[C@H](CCC1)C1=CN=C2C(=N1)N(C(=C2)C2(C(C2)(F)F)C)C)CO